(R)-ethyl 3-((2-(5-cyano-1H-pyrazolo[3,4-b]pyridin-1-yl)-5-((2-fluoro-3-hydroxy-3-methylbutyl)carbamoyl)pyridin-4-yl)amino)azetidine-1-carboxylate C(#N)C=1C=C2C(=NC1)N(N=C2)C2=NC=C(C(=C2)NC2CN(C2)C(=O)OCC)C(NC[C@H](C(C)(C)O)F)=O